C(#N)C(=C1C=C(OC(=C1)C=CC1=CC=C(C=C1)N(C)C)C)C#N 4-(dicyanomethylene)-2-methyl-6-(4-dimethylaminostyryl)4H-pyran